ethyl 5-ethylsulfanyl-4-oxo-1-[4-(trifluoromethoxy)phenyl]cinnoline-3-carboxylate C(C)SC1=C2C(C(=NN(C2=CC=C1)C1=CC=C(C=C1)OC(F)(F)F)C(=O)OCC)=O